O[C@@H]1C[C@@H](N(C1)CC1=CN=C(S1)NC(C)=O)C N-(5-(((2s,4r)-4-hydroxy-2-methylpyrrolidin-1-yl)methyl)thiazol-2-yl)acetamide